OC1=C(C=CC(=C1)OCC(COCC(CCCC)CC)O)C1=NC=NC=N1 2-(2-hydroxy-4-(3-(2-ethylhexyloxy)-2-hydroxypropoxy)phenyl)-s-triazine